N[C@@H]1CN(C[C@H]1F)C1=C(C=NC(=C1C1=CC(=CC(=C1)F)F)C#N)C(=O)N[C@@H](C)C1CC1 4-[(3R,4R)-3-amino-4-fluoropyrrolidin-1-yl]-6-cyano-N-[(1S)-1-cyclopropylethyl]-5-(3,5-difluorophenyl)pyridine-3-carboxamide